Methyl-4-amino-1-[(2R)-6-amino-2-[[2-[[(2R)-2-[[(2R)-2-amino-3-phenyl-propanoyl]amino]-3-phenyl-propanoyl]amino]-5-fluoro-pentanoyl]amino]hexanoyl]piperidine-4-carboxylic acid CC1N(CCC(C1)(C(=O)O)N)C([C@@H](CCCCN)NC(C(CCCF)NC([C@@H](CC1=CC=CC=C1)NC([C@@H](CC1=CC=CC=C1)N)=O)=O)=O)=O